[Zr].C(CC)O normal propanol zirconium